BrC=1C=CC(=NC1CO)N(C(OC(C)(C)C)=O)C(=O)OC(C)(C)C Tert-Butyl (5-bromo-6-(hydroxymethyl)pyridin-2-yl)(tert-butoxycarbonyl)carbamate